FC=1C(=NC=C(C=O)C1)F 5,6-DIFLUORONICOTINALDEHYDE